[Li].C(C)(C)(C)OC(=O)N[C@H](C(=O)O)CCC1=NC2=C(N1C)C=CC(=C2)[N+](=O)[O-] (2S)-2-(tert-butoxycarbonylamino)-4-(1-methyl-5-nitro-benzimidazol-2-yl)butanoic acid lithium